NC=1C=2N(C3=C(N1)C=NC(=C3)C(=O)N3[C@@H]1[C@H](C[C@H](C3)C)OC3=C1C=CC(=C3)OC(F)(F)F)C=NC2 (4-aminoimidazo[1,5-a]pyrido[3,4-e]pyrazin-8-yl)((3R,4aS,9bS)-3-methyl-7-(trifluoromethoxy)-3,4,4a,9b-tetrahydrobenzofuro[3,2-b]pyridin-1(2H)-yl)methanone